2-methyl-N-(1-(1-methyl-2-oxo-1,2-dihydrobenzo[cd]indol-6-yl)cyclopropyl)-5-(2-methylpiperazin-1-yl)benzamide CC1=C(C(=O)NC2(CC2)C=2C=3C4=C(C(N(C4=CC2)C)=O)C=CC3)C=C(C=C1)N1C(CNCC1)C